tert-butyl N-[2-[[4-[[[2-(2,6-dioxo-3-piperidyl)-1,3-dioxo-isoindolin-4-yl]amino] methyl] phenyl]methyl-methyl-amino]ethyl]-N-methyl-carbamate O=C1NC(CCC1N1C(C2=CC=CC(=C2C1=O)NCC1=CC=C(C=C1)CN(CCN(C(OC(C)(C)C)=O)C)C)=O)=O